N[C@@H](C(C)C)C(=O)OC[C@H]1O[C@@]([C@@H]([C@@H]1OC(CC1CCCCC1)=O)O)(C#N)C1=CC=C2C(=NC=NN21)N ((2R,3S,4R,5R)-5-(4-aminopyrrolo[2,1-f][1,2,4]triazin-7-yl)-5-cyano-3-(2-cyclohexylacetoxy)-4-hydroxytetrahydrofuran-2-yl)methyl L-valinate